NCCOCCOCCOCCN(C(=O)C1CN(CCC1)C1=CN=CC2=CC=CC=C12)C=1C=CC(NC1)=O 5-(N-(2-(2-(2-(2-aminoethoxy)ethoxy)ethoxy)ethyl)-1-(isoquinolin-4-yl)piperidine-3-carboxamido)-2-oxopyridin